FC(C=1C=CC=C2C(=CC=NC12)N[C@@H]1CN(CC1)C(=O)OC(C)(C)C)(F)F tert-butyl (S)-3-((8-(trifluoromethyl)quinolin-4-yl)amino)pyrrolidin-1-carboxylate